NC1=NC=C2N(C(N(C2=N1)[C@@H]1O[C@@H](C[C@H]1O)CO)=O)CC=1SC=CC1 2-amino-9-((2R,3R,5S)-3-hydroxy-5-(hydroxymethyl)tetrahydrofuran-2-yl)-7-(thiophen-2-ylmethyl)-7,9-dihydro-8H-purin-8-one